(S)-5-Chloro-6,7-difluoro-N-(piperidin-3-yl)-1H-indole ClC=1C=C2C=CN(C2=C(C1F)F)[C@@H]1CNCCC1